(R)-cyano((2S,3S,5R)-5-(5-fluoro-2,4-dioxo-3,4-dihydropyrimidin-1(2H)-yl)-3-hydroxytetrahydrofuran-2-yl)methyl dihydrogen phosphate P(=O)(O[C@@H]([C@H]1O[C@H](C[C@@H]1O)N1C(NC(C(=C1)F)=O)=O)C#N)(O)O